C(C1=CC=CC=C1)OCCOCCOCCOCCOCC(COCCCCCCCC(=O)O)OCCCCCCCC=O 8-[3-[2-[2-[2-(2-benzyloxyethoxy)ethoxy]ethoxy]ethoxy]-2-(8-oxooctoxy)propoxy]octanoic acid